6,7-dihydro-5H-cyclopenta[b]pyridine 1-oxide [N+]1(=C2C(=CC=C1)CCC2)[O-]